FC(C1=NN=C(S1)N1N=CC2=C(C=C(C=C12)S(=O)(=O)NC1(COC1)C(F)F)N1C[C@@H](N[C@H](C1)C)C)F 1-(5-(difluoromethyl)-1,3,4-thiadiazol-2-yl)-N-(3-(difluoromethyl)oxetan-3-yl)-4-((3S,5S)-3,5-dimethylpiperazin-1-yl)-1H-indazole-6-sulfonamide